C(C(=C)C)(=O)NCCC[N+](CCCCS(=O)(=O)[O-])(C)C 4-((3-methacrylamidopropyl)dimethylammonio)butane-1-sulfonate